tert-Butyl N-[1-(2-phenyl-1,6-naphthyridin-7-yl)ethyl]carbamate C1(=CC=CC=C1)C1=NC2=CC(=NC=C2C=C1)C(C)NC(OC(C)(C)C)=O